OC1=C2C3=C(C(OC2=CC(=C1C(=O)N[C@@H](CC1=CNC=N1)C(=O)OC)CCCCC)(C)C)C=CC(=C3)C methyl (1-hydroxy-6,6,9-trimethyl-3-pentyl-6H-benzo[c]chromene-2-carbonyl)-L-histidinate